BrC1=C(C=C(C(=C1)C=C)NC(C(F)(F)F)=O)NC(C(F)(F)F)=O N,N'-(4-bromo-6-vinyl-1,3-phenylene)bis(2,2,2-trifluoroacetamide)